C(#N)C=1C=C(C=CC1)N=C=S 3-cyanophenylisothiocyanate